(3-aminophenyl)ethylamine NC=1C=C(C=CC1)CCN